ClC=1C=CC=C2CC(NC12)=O 2,3-dihydro-7-chloroindolone